cis-methyl 3-methyl-6-picolinoyl-6-azabicyclo[3.1.1]heptane-1-carboxylate CC=1C=NC(=CC1)C(=O)C1C2(NC(CC1)C2)C(=O)OC